(S)-2-(1-(tert-Butyl)-4-methyl-7-oxo-1,7-dihydro-6H-pyrazolo[3,4-d]pyridazin-6-yl)-N-(1-(4-methoxyphenyl)ethyl)acetamid C(C)(C)(C)N1N=CC2=C1C(N(N=C2C)CC(=O)N[C@@H](C)C2=CC=C(C=C2)OC)=O